p-methoxyazobenzene COC1=CC=C(C=C1)N=NC1=CC=CC=C1